(S)-2-[4-bromo-2-(1,1-difluoropropyl)phenoxy]-4-methoxybutyric acid BrC1=CC(=C(O[C@H](C(=O)O)CCOC)C=C1)C(CC)(F)F